(R)-(tert-butyl 1-(7-(8-ethyl-7-fluoro-3-(methoxymethoxy) naphthalen-1-yl)-8-fluoro-4-(3-hydroxy-3-methylpiperidin-1-yl) pyrido[4,3-d]pyrimidin-2-yl) azetidin-3-yl) carbamate C(N)(OC1[C@H](N(C1)C=1N=C(C2=C(N1)C(=C(N=C2)C2=CC(=CC1=CC=C(C(=C21)CC)F)OCOC)F)N2CC(CCC2)(C)O)C(C)(C)C)=O